tert-Butyl 2-acetamido-3-(4,6-dimethylbenzo[d]thiazol-2-yl)-4,5-dihydrothieno[2,3-c]pyridine-6(7H)-carboxylate C(C)(=O)NC1=C(C2=C(CN(CC2)C(=O)OC(C)(C)C)S1)C=1SC2=C(N1)C(=CC(=C2)C)C